5-bromo-3-(2,2-difluoroacetamido)pyridineamide BrC=1C=C(C(=NC1)C(=O)N)NC(C(F)F)=O